C(CCCCCC)N1C(=NC2=C3C=CC=NC3=C3N=CC=CC3=C21)C2=CC=C(C=C2)C=2N(C=1C(=C3C=CC=NC3=C3N=CC=CC13)N2)CCCCCCC 1,4-bis(1-heptyl-1H-imidazo[4,5-f][1,10]phenanthroline-2-yl)benzene